BrC=1C(=NC=C(C1)F)OC([2H])([2H])[2H] 3-bromo-5-fluoro-2-(methoxy-d3)pyridine